5-(4-((3-ethoxyazetidin-1-yl)methyl)phenyl)-3-(6-methoxypyridin-3-yl)-1H-pyrrolo[2,3-b]pyridine C(C)OC1CN(C1)CC1=CC=C(C=C1)C=1C=C2C(=NC1)NC=C2C=2C=NC(=CC2)OC